cyclobutyl({[4-hydroxy-1-(8-methoxyquinazolin-4-yl)piperidin-4-yl]methyl})imino-λ6-sulfanone C1(CCC1)S(=O)=NCC1(CCN(CC1)C1=NC=NC2=C(C=CC=C12)OC)O